tert-butyl {2-[2-({[8-bromo-2-(methylsulfanyl)pyrazolo[1,5-a][1,3,5]triazin-4-yl]amino}methyl)-1-{[2-(trimethylsilyl)ethoxy]methyl}-1H-benzimidazol-5-yl]ethyl}carbamate BrC=1C=NN2C1N=C(N=C2NCC2=NC1=C(N2COCC[Si](C)(C)C)C=CC(=C1)CCNC(OC(C)(C)C)=O)SC